FC1=NC=C(C=C1[C@@H](C)N(C([O-])=O)C1=C(N=NN1C)C1=NC=C(C=C1F)NC(C1=CN=C(C=C1)Cl)=O)F (R)-1-(2,5-difluoropyridin-3-yl)ethyl(4-(5-(6-chloro-nicotinamido)-3-fluoropyridin-2-yl)-1-methyl-1H-1,2,3-triazol-5-yl)carbamate